NC=1C(=CC2=C(O[C@@H](C(N2CC2=CC(=CC=C2)OC(F)F)=O)C)C1)F (R)-7-amino-4-(3-(difluoromethoxy)benzyl)-6-fluoro-2-methyl-2H-benzo[b][1,4]oxazin-3(4H)-one